N-(1-(2-(methyl-(2,2,2-trifluoroethyl)amino)ethyl)-1H-indol-5-yl)acrylamide CN(CCN1C=CC2=CC(=CC=C12)NC(C=C)=O)CC(F)(F)F